N1=CC=CC=2C(=CC=CC12)C(=O)OC methyl quinoline-5-carboxylate